Ethyl (1R,3S,4S)-3-(bis(4-methoxybenzyl)amino)-4-hydroxycyclohexane-1-carboxylate COC1=CC=C(CN([C@H]2C[C@@H](CC[C@@H]2O)C(=O)OCC)CC2=CC=C(C=C2)OC)C=C1